C1(CC1)N1CCN(CC1)C=1OC(=C(N1)C(=O)NC1=CC(=C(C=C1)N1CCCCC1)F)C 2-(4-cyclopropylpiperazin-1-yl)-N-(3-fluoro-4-(piperidin-1-yl)phenyl)-5-methyloxazole-4-carboxamide